N1=CC=C(C=C1)NC1=CC=CC2=CC=C(C=C12)Cl N-(pyridin-4-yl)-7-chloronaphthalen-1-amine